FC1=C2C(=CC(=CC2=CC=C1F)O)C1=C(C=2N=C(N=C(C2C=N1)N1CCCCC1)OC[C@]12CCCN2C[C@@H](C1)F)F 5,6-difluoro-4-[8-fluoro-2-{[(2R,7aS)-2-fluorotetrahydro-1H-pyrrolizin-7a(5H)-yl]methoxy}-4-(piperidin-1-yl)pyrido[4,3-d]pyrimidin-7-yl]naphthalen-2-ol